1-methylsulfonyl-piperidin-4-amine CS(=O)(=O)N1CCC(CC1)N